(S)-N-(1-(5-(3-(2-chloro-7-(1-methoxyethyl)pyrazolo[1,5-a]pyrimidin-6-yl)ureido)-3-(trifluoromethyl)pyridin-2-yl)-1H-pyrazol-4-yl)-2-methoxybenzamide ClC1=NN2C(N=CC(=C2[C@H](C)OC)NC(NC=2C=C(C(=NC2)N2N=CC(=C2)NC(C2=C(C=CC=C2)OC)=O)C(F)(F)F)=O)=C1